4-[2-(4-chloro-3-fluorophenoxy)acetamido]-N-{[3-fluoro-5-(trifluoromethyl)phenyl]methyl}-2-hydroxy-bicyclo[2.2.2]octane-1-carboxamide ClC1=C(C=C(OCC(=O)NC23CC(C(CC2)(CC3)C(=O)NCC3=CC(=CC(=C3)C(F)(F)F)F)O)C=C1)F